CC1=CC=CC(=N1)C1=C(N=CN1)C=1C=C2C=C(C=NC2=CC1)C(=O)OC[C@@H]1CNCCC1 [(3S)-3-piperidyl]methyl 6-[5-(6-methyl-2-pyridyl)-1H-imidazol-4-yl]quinoline-3-carboxylate